mercury selenide telluride [Hg](=[Se])=[Te]